3-(5-((4-((4'-chloro-5,5-dimethyl-3,4,5,6-tetrahydro-[1,1'-biphenyl]-2-yl)methyl)-2-(fluoromethyl)piperazin-1-yl)methyl)-1-oxoisoindolin-2-yl)piperidine-2,6-dione ClC1=CC=C(C=C1)C1=C(CCC(C1)(C)C)CN1CC(N(CC1)CC=1C=C2CN(C(C2=CC1)=O)C1C(NC(CC1)=O)=O)CF